ClC1=CC=C(C=N1)CNC 1-(6-chloropyridin-3-yl)-N-methyl-methylamine